CC(C(=O)N)(C)N1N=CC(=C1C)[N+](=O)[O-] 2-methyl-2-(5-methyl-4-nitro-1H-pyrazol-1-yl)propanamide